(R)-1-(2-chloro-5-fluoropyridin-3-yl)ethyl (4-(5-((3-cyanobicyclo-[1.1.1]pentan-1-yl)carbamoyl)-pyridin-2-yl)-1-methyl-1H-1,2,3-triazol-5-yl)-carbamate C(#N)C12CC(C1)(C2)NC(=O)C=2C=CC(=NC2)C=2N=NN(C2NC(O[C@H](C)C=2C(=NC=C(C2)F)Cl)=O)C